4-(5-(4-(tert-butyl)phenyl)Oxazol-2-yl)benzoic acid C(C)(C)(C)C1=CC=C(C=C1)C1=CN=C(O1)C1=CC=C(C(=O)O)C=C1